C(C1=CC=CC=C1)OC(=O)N[C@@H]1C[C@H](N(C1)C(=O)OC(C)(C)C)C tert-butyl (2R,4R)-4-(benzyloxycarbonylamino)-2-methyl-pyrrolidine-1-carboxylate